COC(CCC(=O)NC1CN(CC(C1)C(F)(F)F)C1=C2C=CC=NC2=C(C=C1)C#N)=O N-[1-(8-Cyano-quinolin-5-yl)-5-trifluoromethyl-piperidin-3-yl]-succinamic acid methyl ester